4-methylfuran-2-carbaldehyde CC=1C=C(OC1)C=O